1-chloro-7-methoxy-9H-β-carboline ClC1=NC=CC=2C3=CC=C(C=C3NC12)OC